CCCCCCCCCCCC[N+](C)(C)C.[Br-] The molecule is a quarternary ammonium cation having one dodecyl and three methyl substituents around the central nitrogen. It has a role as a surfactant. It is a quaternary ammonium salt and a bromide salt. It contains a dodecyltrimethylammonium ion.